COC(=O)C1=C(C2=C(C(=NO2)C2CC2)C(=C1)NC(=O)OC(C)(C)C)Cl (tert-Butoxycarbonyl)amino-7-chloro-3-cyclopropylbenzisoxazole-6-carboxylic acid methyl ester